N-(7-(cyclohexylmethyl)-7-azaspiro[3.5]nonan-2-yl)-N-phenyl-1H-pyrrole-3-carboxamide hydrochloride Cl.C1(CCCCC1)CN1CCC2(CC(C2)N(C(=O)C2=CNC=C2)C2=CC=CC=C2)CC1